2-((1-ethyl-1H-pyrazol-5-yl)methyl)-6-(phenylsulfonyl)phthalazin-1(2H)-one C(C)N1N=CC=C1CN1C(C2=CC=C(C=C2C=N1)S(=O)(=O)C1=CC=CC=C1)=O